4-Hydroxy-N-methylpicolinamide OC1=CC(=NC=C1)C(=O)NC